FC(CN1C(=NC2=NC=C(C=C21)C=2C=CN1N=C(N=CC12)NC1CCC2(COC2)CC1)C)F 5-(1-(2,2-difluoroethyl)-2-methyl-1H-imidazo[4,5-b]pyridin-6-yl)-N-(2-oxaspiro[3.5]non-7-yl)pyrrolo[2,1-f][1,2,4]triazin-2-amine